rac-(3aS,5R,7S,7aS)-5-(4-fluorophenyl)-1,3,3,5,7-pentamethyl-octahydrobenzo[c]isoxazole FC1=CC=C(C=C1)[C@]1(C[C@H]2[C@@H](N(OC2(C)C)C)[C@H](C1)C)C |r|